3-methyl-1H-indazol-6-amine CC1=NNC2=CC(=CC=C12)N